trans-tert-butyl (4-((5-fluoro-4-(3-(piperidin-1-yl)phenyl)pyrimidin-2-yl)amino)cyclohexyl)carbamate FC=1C(=NC(=NC1)N[C@@H]1CC[C@H](CC1)NC(OC(C)(C)C)=O)C1=CC(=CC=C1)N1CCCCC1